C(C)(C)(C)N(C(O)=O)CC1=NC=C2C=CC(=NC2=C1)C1=NC(=NC=C1)NCC(C)(NC)C.O(C1=CC=CC=C1)C1=C(C2=CC=CC=C2C=C1)C=O (phenoxy)-1-naphthalenealdehyde tert-butyl-((2-(2-((2-methyl-2-(methylamino)propyl)amino)pyrimidin-4-yl)-1,6-naphthyridin-7-yl)methyl)carbamate